8,8-dimethyl-1-oxa-9-azaspiro[5.5]undecane CC1(CC2(CCCCO2)CCN1)C